1-{[3-methyl-4-(propan-2-yl)phenyl]carbamoyl}-D-proline CC=1C=C(C=CC1C(C)C)NC(=O)N1[C@H](CCC1)C(=O)O